C(C)(=O)OC1C(CC2=CC=CC(=C12)S(=O)(=O)C)F 2-fluoro-7-(methyl Sulfonyl)-2,3-dihydro-1H-inden-1-yl acetate